4-chloro-2,6-bis(benzhydryl)aniline butyl-thiopropionate C(CCC)OC(CC)=S.ClC1=CC(=C(N)C(=C1)C(C1=CC=CC=C1)C1=CC=CC=C1)C(C1=CC=CC=C1)C1=CC=CC=C1